C(N)(=N)N1CCC(=CC1)C1=CC=C(S1)C(=O)NC1=CC=C(C=C1)OCCNC(=N)N 5-(1-carbamimidoyl-1,2,3,6-tetrahydropyridin-4-yl)-N-(4-(2-guanidinoethoxy)phenyl)thiophene-2-carboxamide